(S)-2,2-dideuterio-6-(2-chlorophenyl)-6-(cyclopropylamino)cyclohexanone hydrochloride Cl.[2H]C1(C([C@@](CCC1)(NC1CC1)C1=C(C=CC=C1)Cl)=O)[2H]